N[C@@H](C)C1=NC2=CC=CC(=C2C(N1C1=CC=CC=C1)=O)C#CC=1C=NN(C1)C (S)-2-(1-aminoethyl)-5-((1-methyl-1H-pyrazol-4-yl)ethynyl)-3-phenylquinazolin-4(3H)-one